8-methoxy-2,2-dimethyl-N-(3-methylbutyl)-7-[3-(pyrrolidin-1-yl)propoxy]-1H,2H,3H-cyclopenta[c]quinolin-4-amine formate C(=O)O.COC1=CC=2C3=C(C(=NC2C=C1OCCCN1CCCC1)NCCC(C)C)CC(C3)(C)C